5-(1,1-dimethylhexyl)-4-hydroxy-2-methylbenzoic acid, potassium salt [K+].CC(CCCCC)(C)C=1C(=CC(=C(C(=O)[O-])C1)C)O